methyl (4SR)-4-[(1R)-1-[(tert-butoxycarbonylamino)methyl]-2-[tert-butyl(dimethyl)silyl]oxy-ethyl]-6-chloro-2-[(2,4-dimethoxyphenyl) methyl]-1-oxo-3H-isoquinoline-4-carboxylate C(C)(C)(C)OC(=O)NC[C@H](CO[Si](C)(C)C(C)(C)C)[C@]1(CN(C(C2=CC=C(C=C12)Cl)=O)CC1=C(C=C(C=C1)OC)OC)C(=O)OC |&1:19|